FC=1C=NC(=NC1)NC1=NC=CC=C1 5-fluoro-N-pyridin-2-ylpyrimidin-2-amine